r-butyl 5'-carbamoyl-3-oxo-2,3-dihydro-1H-spiro[isoquinoline-4,3'-pyrrolidine]-1'-carboxylate C(N)(=O)C1C[C@@]2(CN1C(=O)OCCCC)C(NCC1=CC=CC=C12)=O